(E)-3-(3-(m-tolyl)acryloyl)oxazolidin-2-one C1(=CC(=CC=C1)/C=C/C(=O)N1C(OCC1)=O)C